methyl 5-chloro-1-((2-(3-cyano-5-methoxyphenyl) pyrimidin-5-yl) methyl)-1H-indazole-7-carboxylate ClC=1C=C2C=NN(C2=C(C1)C(=O)OC)CC=1C=NC(=NC1)C1=CC(=CC(=C1)OC)C#N